Ethyl (S)-3-(4-((2-((5-(5-(tert-butyl)-1,3,4-oxadiazol-2-yl)pyridin-2-yl)oxy)-1-(2'-fluoro-4'-(trifluoromethyl)-[1,1'-biphenyl]-4-yl)ethyl)amino)benzamido)propanoate C(C)(C)(C)C1=NN=C(O1)C=1C=CC(=NC1)OC[C@H](C1=CC=C(C=C1)C1=C(C=C(C=C1)C(F)(F)F)F)NC1=CC=C(C(=O)NCCC(=O)OCC)C=C1